C(C=C)(=O)OCCOCCOCCOCCOC(C=C)=O tetraethylene glycol di-acrylate